BrC=1C=C(C(=NC1N=S(=O)(C)C1=CC=C(C=C1)Br)C)N=CN(C)CC N'-(5-bromo-6-(((4-bromophenyl)(methyl)(oxo)-λ6-sulfaneylidene)amino)-2-methylpyridin-3-yl)-N-ethyl-N-methylformimidamide